1-amino-5-bromo-2,3-dihydro-1H-inden-2-ol NC1C(CC2=CC(=CC=C12)Br)O